5-(1-cyclopropyl-2-methyl-1H-imidazo[4,5-b]pyridin-6-yl)-N-(1-methyl-1H-pyrazol-4-yl)-4-(oxetan-3-ylmethoxy)pyrrolo[2,1-F][1,2,4]triazin-2-amine C1(CC1)N1C(=NC2=NC=C(C=C21)C=2C=CN1N=C(N=C(C12)OCC1COC1)NC=1C=NN(C1)C)C